O1C(=NC2=C1C=CC=C2)COCC2=C(N)C=C(C=C2)C 2-((benzo[d]oxazol-2-ylmethoxy)methyl)-5-methylaniline